[F-].[F-].C=CC=CC pentadiene difluoride